5-chloroanisole ClC=1C=CC=C(C1)OC